(S)-5-((((6-(2-chloro-3-(3-chloro-2-(3-methoxy-4-(((((S)-5-oxopyrrolidin-2-yl)methyl)amino)methyl)phenyl)pyridin-4-yl)phenyl)-2-methoxypyridin-3-yl)methyl)amino)methyl)pyrrolidin-2-one ClC1=C(C=CC=C1C1=C(C(=NC=C1)C1=CC(=C(C=C1)CNC[C@H]1NC(CC1)=O)OC)Cl)C1=CC=C(C(=N1)OC)CNC[C@@H]1CCC(N1)=O